(2S)-benzyl 2-((chloro(naphthalen-1-yloxy)phosphoryl)amino)propanoate ClP(=O)(OC1=CC=CC2=CC=CC=C12)N[C@H](C(=O)OCC1=CC=CC=C1)C